8,11-eicosadienoic acid C(CCCCCCC=CCC=CCCCCCCCC)(=O)O